C1CC12CN(CC2)C(=O)OC2=C(C=C(C=C2)Br)F 4-bromo-2-fluorophenyl 5-azaspiro[2.4]heptane-5-carboxylate